COC(C(C)(C1=CC(=CC=C1)OC)Br)=O 2-bromo-2-(3-methoxyphenyl)propionic acid methyl ester